4-pyrrolidinopyridine tert-butyl-((1'-(4-nitrophenyl)-[1,4'-bipiperidin]-4-yl)methyl)carbamate C(C)(C)(C)N(C(O)=O)CC1CCN(CC1)C1CCN(CC1)C1=CC=C(C=C1)[N+](=O)[O-].N1(CCCC1)C1=CC=NC=C1